N-Ethyl-4-(3-(3-fluoro-4-methylphenoxy)-5-methylphenyl)-6-methyl-7-oxo-6,7-dihydro-1H-pyrrolo[2,3-c]pyridine-2-carboxamide C(C)NC(=O)C1=CC2=C(C(N(C=C2C2=CC(=CC(=C2)C)OC2=CC(=C(C=C2)C)F)C)=O)N1